Cl.C1(=CC=CC=C1)N1N=CC(=C1C(F)(F)F)N 1-phenyl-5-(trifluoromethyl)-1H-pyrazol-4-amine hydrochloride